2-((1-methyl-1H-pyrazolo[3,4-d]pyrimidin-4-yl)amino)butanoic acid CN1N=CC=2C1=NC=NC2NC(C(=O)O)CC